(S)-1-chloro-3-(2,6-dichloro-4-(2-(4-((S)-2-hydroxy-3-(1H-imidazol-1-yl)propoxy)phenyl)propan-2-yl)phenoxy)propan-2-ol ClC[C@H](COC1=C(C=C(C=C1Cl)C(C)(C)C1=CC=C(C=C1)OC[C@H](CN1C=NC=C1)O)Cl)O